BrC=1C=C(C=CC1F)C1CN2[C@H](CO1)CNCC2 (9aS)-3-(3-bromo-4-fluorophenyl)octahydropyrazino[2,1-c][1,4]oxazine